C[C@@]12C=CC[C@H]1[C@@H]1CCC3CCCC[C@]3(C)[C@H]1CC2 androst-16-ene